COC=1C=C(C=C2CCN(CC12)C)B1OC(C(O1)(C)C)(C)C 8-methoxy-2-methyl-6-(4,4,5,5-tetramethyl-1,3,2-dioxaborolan-2-yl)-1,2,3,4-tetrahydroisoquinoline